(4-ethylphenyl)benzamide C(C)C1=CC=C(C=C1)C1=C(C(=O)N)C=CC=C1